N-(azocan-3-yl)-1-(4-chlorophenyl)cyclopropane-1-carboxamide N1CC(CCCCC1)NC(=O)C1(CC1)C1=CC=C(C=C1)Cl